CN1C=NC2=CC=C(C=C2C1=O)C(C)N1N=NC(=C1)C(=O)O 1-(1-(3-methyl-4-oxo-3,4-dihydroquinazolin-6-yl)ethyl)-1H-1,2,3-triazole-4-carboxylic acid